FC1=C(COC2=CC=CC(=N2)C2CCN(CC2)CC2=NC3=C(N2C[C@H]2OCC2)C=CC=C3)C=CC(=C1)CC1=CN=CC=C1 (S)-2-((4-(6-((2-fluoro-4-Nicotinylbenzyl)oxy)pyridin-2-yl)piperidin-1-yl)methyl)-1-(oxetan-2-ylmethyl)-1H-benzo[d]imidazole